C1C(=CC[C@@H]2CCCC[C@]12O[Si](C)(C)C)O[Si](C)(C)C (((4aS,8aS)-4,4a,5,6,7,8-hexahydronaphthalene-2,8a(1H)-diyl)bis(oxy))bis(trimethylsilane)